13-allyl-9,10-dimethoxy-5,6-dihydro-[1,3]dioxolo[4,5-g]isoquinolino[3,2-a]isoquinolin-7-ium iodide [I-].C(C=C)C1=C2C=CC(=C(C2=C[N+]2=C1C1=CC3=C(C=C1CC2)OCO3)OC)OC